4-CHLOROPYRIMIDINE-5-BORONIC ACID ClC1=NC=NC=C1B(O)O